(1-trityl-1H-1,2,4-triazol-3-yl)methanol C(C1=CC=CC=C1)(C1=CC=CC=C1)(C1=CC=CC=C1)N1N=C(N=C1)CO